17-amino-6-hydroxy-12-(2,2,2-trifluoroethyl)-6,15-bis(trifluoromethyl)-19-oxa-3,4,12,18-tetrazatricyclo[12.3.1.12,5]nonadeca-1(18),2,4,14,16-pentaen-13-one NC1=CC(=C2C(N(CCCCCC(C3=NN=C(C1=N2)O3)(C(F)(F)F)O)CC(F)(F)F)=O)C(F)(F)F